β-(1-naphthyl)-L-alanine C1(=CC=CC2=CC=CC=C12)C[C@H](N)C(=O)O